2,4-dichlorophenyl-4-nitrophenylether ClC1=C(C=CC(=C1)Cl)C1=C(C=CC(=C1)[N+](=O)[O-])OC1=C(C=C(C=C1)[N+](=O)[O-])C1=C(C=C(C=C1)Cl)Cl